OC1=C(C=O)C=C(C(=C1)O)O 2,4,5-Trihydroxybenzaldehyd